[Na+].S(=O)(=O)([O-])CCCC(C(=O)[O-])=C.[Na+] 3-sulfopropyl-acrylic acid sodium salt